C(CCCCCCC\C=C/CCCCCCCC)[NH-] oleyl-amide